N-((2-((2-(3-chlorophenyl)-1-hydroxyprop-2-yl)amino)-1H-benzo[d]imidazol-7-yl)methyl)isoxazolidine-2-carboxamide ClC=1C=C(C=CC1)C(CO)(C)NC1=NC2=C(N1)C(=CC=C2)CNC(=O)N2OCCC2